5-chloro-3-((5-(5-(difluoromethyl)-1,3,4-oxadiazole-2-yl)pyridine-2-yl)methyl)-1-(1-(methylsulfonyl)piperidine-4-yl)-1,3-dihydro-2H-benzo[d]imidazole-2-one ClC1=CC2=C(N(C(N2CC2=NC=C(C=C2)C=2OC(=NN2)C(F)F)=O)C2CCN(CC2)S(=O)(=O)C)C=C1